2-methyl-6-[(5'S,7a'R)-3'-oxo-5'-phenyltetrahydro-1H,3'H-spiro[piperidine-4,2'-pyrrolo[2,1-b][1,3]oxazol]-1-yl]pyridine-3-carbonitrile CC1=NC(=CC=C1C#N)N1CCC2(C(N3[C@H](O2)CC[C@H]3C3=CC=CC=C3)=O)CC1